C1(CC1)N(C1=C(C(=NC=N1)NC[C@]1([C@@H](CN(CC1)CC(=O)N)O)O)F)CC1=C(C=CC=C1)F |o1:12,13| rel-2-((3R,4R)-4-(((6-(cyclopropyl(2-fluorobenzyl)amino)-5-fluoropyrimidin-4-yl)amino)methyl)-3,4-dihydroxypiperidin-1-yl)acetamide